N-(2-Fluoro-3-(5-(4-fluoro-2-methylphenyl)-1H-pyrrolo[2,3-b]pyridin-3-carbonyl)phenyl)butansulfonamid FC1=C(C=CC=C1C(=O)C1=CNC2=NC=C(C=C21)C2=C(C=C(C=C2)F)C)NS(=O)(=O)CCCC